NC1=C2C(=C3C(=N1)C=C(N3)C(=O)N([C@@H](C)C3=NC=C(C=C3)C(F)(F)F)CC)COC2 (S)-5-amino-N-ethyl-N-(1-(5-(trifluoromethyl)pyridin-2-yl)ethyl)-6,8-dihydro-1H-furo[3,4-d]pyrrolo[3,2-b]pyridine-2-carboxamide